ClC1=CC=C(C=C1)C(C)(C)NC(=O)C1=CN(C2=C1C(N(C=C2)CC(F)(F)F)=O)C N-(2-(4-chlorophenyl)propan-2-yl)-1-methyl-4-oxo-5-(2,2,2-trifluoroethyl)-4,5-dihydro-1H-pyrrolo[3,2-c]pyridine-3-carboxamide